methyl-6,6'-difluoro-1H,1'H-2,2'-biindole CN1C(=CC2=CC=C(C=C12)F)C=1NC2=CC(=CC=C2C1)F